3-((4-(2-Chloropyrimidin-4-yl)-3-(pyridin-3-yl)-1H-pyrazol-1-yl)methyl)benzonitrile ClC1=NC=CC(=N1)C=1C(=NN(C1)CC=1C=C(C#N)C=CC1)C=1C=NC=CC1